C1(CC1)N1C(C(=CC=C1)NC(=O)C1=CC=2C(N=C1OC(C)C)=NN(C2)C21COC(C2)(C1)COC)=O N-(1-cyclopropyl-2-oxo-1,2-dihydropyridin-3-yl)-6-isopropoxy-2-(1-(methoxymethyl)-2-oxabicyclo[2.1.1]hex-4-yl)-2H-pyrazolo[3,4-b]pyridine-5-carboxamide